(S)-2-((((9H-fluoren-9-yl)methoxy)carbonyl)amino)-3-(5-(2-(tert-butoxy)-2-oxoethoxy)pyridin-3-yl)propanoic acid C1=CC=CC=2C3=CC=CC=C3C(C12)COC(=O)N[C@H](C(=O)O)CC=1C=NC=C(C1)OCC(=O)OC(C)(C)C